O1C(CC1)C1CNCCO1 2-(oxetan-2-yl)morpholine